(M)-tert-butyl ((7-(5-(3-chloro-6-cyano-5-cyclopropoxy-2-fluorophenyl)-1-(difluoromethyl)-1H-pyrazol-4-yl)-4-oxo-3,4-dihydrophthalazin-1-yl)methyl)carbamate ClC=1C(=C(C(=C(C1)OC1CC1)C#N)C1=C(C=NN1C(F)F)C1=CC=C2C(NN=C(C2=C1)CNC(OC(C)(C)C)=O)=O)F